OC1=CC=C(C=C1)C[C@H](N)C(=O)O 3-(4-hydroxyphenyl)-L-alanine